C(#N)C=1C=[N+](C=C(C1)COC=1C(=C2CCCC2=C(C1)OCC=1C(=C(C=CC1)C1=CC=CC=C1)C)CN1[C@@H](CCC1)CO)[O-] (S)-3-cyano-5-(((4-((2-(hydroxymethyl)pyrrolidin-1-yl)methyl)-7-((2-methyl-[1,1'-biphenyl]-3-yl)methoxy)-2,3-dihydro-1H-inden-5-yl)oxy)methyl)pyridine 1-oxide